[O-2].C(C)O[V+2](OCC)OCC triethoxyvanadium(V) oxide